ClCCCC=CCC=CCC 10-chloro-3,6-decadiene